methyl 2,4,6-tri-O-benzyl-3-C-carbamothioyl-3-deoxy-α-D-galactopyranoside C(C1=CC=CC=C1)O[C@H]1[C@@H](OC)O[C@@H]([C@@H]([C@@H]1C(N)=S)OCC1=CC=CC=C1)COCC1=CC=CC=C1